1,3-di(furan-2-yl)propane-1,3-dione O1C(=CC=C1)C(CC(=O)C=1OC=CC1)=O